C1(=CC=CC=C1)C1=CC(=CC=2C3=CC=CC=C3NC12)C=1C=CC=2NC3=CC=CC=C3C2C1 phenyl-3,3'-bi-9H-carbazole